C[C@@H]([C@@H](CCCCCCCCC)O)O (2S,3R)-dodecane-2,3-diol